(2R,5S)-3-(4-Amino-3-nitrophenethyl)-2-(1-(4-bromophenyl)-3-(4-fluorophenyl)-1H-Pyrazol-4-yl)-5-methyloxazolidin-4-one NC1=C(C=C(CCN2[C@H](O[C@H](C2=O)C)C=2C(=NN(C2)C2=CC=C(C=C2)Br)C2=CC=C(C=C2)F)C=C1)[N+](=O)[O-]